2-(3-(ethylamino)-5-((1s,3s)-3-methoxy-1-(4-methyl-4H-1,2,4-triazol-3-yl)cyclobutyl)phenyl)-6-(((1-methylcyclobutyl)amino)methyl)-4-(trifluoromethyl)isoindolin-1-one C(C)NC=1C=C(C=C(C1)C1(CC(C1)OC)C1=NN=CN1C)N1C(C2=CC(=CC(=C2C1)C(F)(F)F)CNC1(CCC1)C)=O